C(=O)(O)C(C)(C)CC(=O)N (2-carboxypropan-2-yl)acetamide